(S)-7-((6-(2-(dimethylamino)-ethyl)-5-(tetrahydrofuran-3-yl)pyridin-2-yl)amino)-4-(7-fluoroimidazo[1,2-a]pyridin-3-yl)isoindolin-1-one CN(CCC1=C(C=CC(=N1)NC=1C=CC(=C2CNC(C12)=O)C1=CN=C2N1C=CC(=C2)F)[C@H]2COCC2)C